1-{6-[(cyclopropylmethyl)amino]pyridin-3-yl}hexahydropyridin-3-amine C1(CC1)CNC1=CC=C(C=N1)N1CC(CCC1)N